FC1=C(CC2=NC3=C(N2C[C@H]2OCC2)C=C(C=C3)C(=O)O)C=C(C(=C1)C1=NC(=CC=C1)OCC=1SC(=NN1)C(F)(F)F)F (S)-2-(2,5-difluoro-4-(6-((5-(trifluoromethyl)-1,3,4-thiadiazol-2-yl)methoxy)pyridin-2-yl)benzyl)-1-(oxetan-2-ylmethyl)-1H-benzo[d]imidazole-6-carboxylic acid